C(CCC)P(CCCCCC)(CCCCCC)(CCCC)O dibutyl-dihexyl-phosphorus hydroxide